OCCN(CCO)CCO N,N,N-tris(2-hydroxyethyl)-ammonia